2-(6-(((1s,2r,3s,5r)-2-fluoro-9-azabicyclo[3.3.1]non-3-yl)oxy)pyridazin-3-yl)-5-(1-methyl-1H-pyrazol-4-yl)phenol F[C@@H]1[C@@H]2CCC[C@H](C[C@@H]1OC1=CC=C(N=N1)C1=C(C=C(C=C1)C=1C=NN(C1)C)O)N2